C(C)(C)(C)OC(=O)N1C[C@H](CCC1)NC=1C2=C(N=CN1)C(=CC(=N2)C=2C(=NN(C2)C)C)C(N)=O (3S)-3-{[8-carbamoyl-6-(1,3-dimethyl-1H-pyrazol-4-yl)pyrido[3,2-d]pyrimidin-4-yl]amino}piperidine-1-carboxylic acid tert-butyl ester